4-(2-cyanopropan-2-yl)-N-(5-(7-((4-methoxybenzyl)(methyl)amino)-1,6-naphthyridin-3-yl)-6-methylpyridin-3-yl)picolinamide C(#N)C(C)(C)C1=CC(=NC=C1)C(=O)NC=1C=NC(=C(C1)C=1C=NC2=CC(=NC=C2C1)N(C)CC1=CC=C(C=C1)OC)C